1-Methyl-7-(4,4,5,5-tetramethyl-1,3,2-dioxaborolan-2-yl)quinoxalin-2(1H)-one CN1C(C=NC2=CC=C(C=C12)B1OC(C(O1)(C)C)(C)C)=O